Butyl-3-methyl-imidazolium C(CCC)C=1NC=C[N+]1C